ClC1=NC=2C(N(C=CC2C=C1)C1CC1)=O 2-chloro-7-cyclopropyl-1,7-naphthyridin-8-one